C(C1=CC=CC=C1)NC(N([C@@H]1CC[C@H](CC1)NC1=NC=C(C(=N1)OC1COC1)C(F)(F)F)C1=NC=C(C=C1)C=1C=NC(=NC1)OC)=O 3-benzyl-1-(5-(2-methoxypyrimidin-5-yl)pyridin-2-yl)-1-(trans-4-((4-(oxetan-3-yloxy)-5-(trifluoromethyl)pyrimidin-2-yl)amino)cyclohexyl)urea